N-(4-(8-azabicyclo[3.2.1]octan-8-yl)-3,5-difluorophenyl)-2-(pyrrolidin-1-yl)-5-(2,2,2-trifluoroethyl)oxazole-4-carboxamide C12CCCC(CC1)N2C2=C(C=C(C=C2F)NC(=O)C=2N=C(OC2CC(F)(F)F)N2CCCC2)F